N-{[3-(4-{[(3S,4R)-3-fluoro-1-methylpiperidin-4-yl]amino}-1-(2,2,2-trifluoroethyl)-1H-indol-2-yl)-1,2,4-oxadiazol-5-yl]methyl}-4-methylthiophene-3-carboxamide F[C@H]1CN(CC[C@H]1NC1=C2C=C(N(C2=CC=C1)CC(F)(F)F)C1=NOC(=N1)CNC(=O)C1=CSC=C1C)C